7-methyl-coumarine CC1=CC=C2C=CC(OC2=C1)=O